C(C1=CC=CC=C1)OC1=CC(=C(C(=O)N2[C@@H](CCC2)C=O)C=C1OC)[N+](=O)[O-] (S)-1-(4-(benzyloxy)-5-methoxy-2-nitrobenzoyl)pyrrolidine-2-carbaldehyde